2-amino-7-(trifluoromethyl)-4H-chromeno[4,3-d]thiazol-4-one NC=1SC2=C(N1)C=1C=CC(=CC1OC2=O)C(F)(F)F